S1C(=CC=C1C(=O)O)C(=O)O.C(CCCCC)(=O)O Hexanoic Acid thiophene-2,5-dicarboxylate